3-(fluoromethyl)-1-methyl-1H-pyrazole-5-carboxamide FCC1=NN(C(=C1)C(=O)N)C